tert-butyl [2-({4-[({5-[(3-chloro-2-methylphenyl)carbamothioyl]-6-oxo-1,2,3,6-tetrahydropyridin-4-yl}amino)methyl]pyridin-3-yl}oxy)ethyl]carbamate ClC=1C(=C(C=CC1)NC(=S)C1=C(CCNC1=O)NCC1=C(C=NC=C1)OCCNC(OC(C)(C)C)=O)C